FC1(CN(CC[C@H]1NC1=NN2C(C(=N1)OC)=C(C=C2)C=2C=CC1=C(N(N=N1)CC(F)(F)F)C2)C(CN(C)C)=O)F (R)-1-(3,3-difluoro-4-((4-methoxy-5-(1-(2,2,2-trifluoroethyl)-1H-benzo[d][1,2,3]triazol-6-yl)pyrrolo[2,1-f][1,2,4]triazin-2-yl)amino)piperidin-1-yl)-2-(dimethylamino)ethan-1-one